COC=1C2=C(N=C(N1)NC1CC(C1)(O)C)NC=C2C2=CC=1N(C=C2)N=CC1 (1r,3r)-3-((4-methoxy-5-(pyrazolo[1,5-a]pyridin-5-yl)-7H-pyrrolo[2,3-d]pyrimidin-2-yl)amino)-1-methylcyclobutan-1-ol